2,6-bis((bis(pyridin-2-ylmethyl)amino)methyl)-4-methoxyphenol N1=C(C=CC=C1)CN(CC1=NC=CC=C1)CC1=C(C(=CC(=C1)OC)CN(CC1=NC=CC=C1)CC1=NC=CC=C1)O